C1CCC(CC1)NC(C1=CC(C(=O)NC2CCCCC2)=CC(C(=O)NC2CCCCC2)=C1)=O trimesic acid tris(4-cyclohexylamide)